C12(CC2C1)C(=O)N1CC(C1)C1=NN(C2=NC=CC(=C21)CO)C2=CC=C(C=C2)OC(F)(F)F Bicyclo[1.1.0]butan-1-yl-(3-(4-(hydroxymethyl)-1-(4-(trifluoromethoxy)phenyl)-1H-pyrazolo[3,4-b]pyridin-3-yl)azetidin-1-yl)methanone